C[Si](N([Si](C)(C)C)CCOCCC[Si](OC)(OC)OC)(C)C N,N-bis(trimethylsilyl)-2-(3-(trimethoxysilyl)propoxy)ethylamine